methyl 2-acetyl-1-oxo-1,2,3,4-tetrahydroisoquinoline-6-carboxylate C(C)(=O)N1C(C2=CC=C(C=C2CC1)C(=O)OC)=O